5-(4-{[2-(4-propoxyphenyl)phenyl]amino}phenyl)-1,3,4-thiadiazol-2-amine C(CC)OC1=CC=C(C=C1)C1=C(C=CC=C1)NC1=CC=C(C=C1)C1=NN=C(S1)N